phenyl-(2,4,6-trimethyl-benzoyl)-lithium phosphate P(=O)(O)(O)O.C1(=CC=CC=C1)C=1C(=C(C(=O)[Li])C(=CC1C)C)C